S=S=[Ni].[Ni].[Ni] Trinickel disulphide